(4aS,9aR)-6-fluoro-7-(trifluoromethoxy)-2,3,4,4a,9,9a-hexahydroindeno[2,1-b][1,4]oxazine FC=1C(=CC=2C[C@H]3OCCN[C@H]3C2C1)OC(F)(F)F